F[B-](F)(F)F.C(C)OC1=CC=C(C=C1)[N+]#N 4-ethoxyphenyl-diazonium tetrafluoroborate